4-(3-methoxyazetidin-1-yl)benzaldehyde COC1CN(C1)C1=CC=C(C=O)C=C1